P(=O)(OC1=C(C=C(C=C1)C)C)(OC1=C(C=C(C=C1)C)C)OC1=C(C=C(C=C1)C)C tri(2,4-xylyl) phosphate